C(CC/C=C\\CC(=O)/C=C/C=C/C=C\\[C@H](CCCC(=O)[O-])O)CCO The molecule is a leukotriene anion that is the conjugate base of 12-oxo-20-hydroxyleukotriene B4, obtained by deprotonation of the carboxy group; major species at pH 7.3. It is a conjugate base of a 12-oxo-20-hydroxyleukotriene B4.